The molecule is the anion of (R)-2-hydroxy-4-methylpentanoic acid. It has a role as a human metabolite. It is a hydroxy monocarboxylic acid anion and a 2-hydroxy-4-methylvalerate. It derives from a valerate. It is a conjugate base of a (R)-2-hydroxy-4-methylpentanoic acid. CC(C)C[C@H](C(=O)[O-])O